4-(benzyloxy)-5-(methoxycarbonyl)furo[2,3-c]pyridine 6-oxide C(C1=CC=CC=C1)OC1=C2C(=C[N+](=C1C(=O)OC)[O-])OC=C2